phenyl 6-(((tertbutoxycarbonyl)(methyl)amino)methyl)-7-(dimethoxymethyl)-3,4-dihydro-1,8-naphthyridin-1(2H)-carboxylate C(C)(C)(C)OC(=O)N(C)CC=1C=C2CCCN(C2=NC1C(OC)OC)C(=O)OC1=CC=CC=C1